OC=1C(C2=CC=CC=C2C(C1C\C=C(/C)\CCC[C@H](C)CCC[C@H](C)CCCC(C)C)=O)=O 2-hydroxy-3-phytyl-1,4-naphthoquinone